C(C)(C)(CCCC)C1=CC=C(C=C1)O para-tertiary-heptylphenol